COC1=CC=C(C=C1)C1=NN2C(=NC=3C=CC=C(C3C2=N1)C1CCOCC1)N[C@H]1CNCCCC1 (3R)-3-{[2-(4-methoxyphenyl)-10-(oxan-4-yl)[1,2,4]triazolo[1,5-c]quinazolin-5-yl]amino}azepan